5-(2-((1-(3-(difluoromethyl)-1-methyl-1H-pyrazole-4-carbonyl)-4-(hydroxymethyl)piperidin-4-yl)amino)-2-oxoacetyl)-N-(4-fluoro-3-methylphenyl)-1,2,4-trimethyl-1H-pyrrole-3-carboxamide FC(C1=NN(C=C1C(=O)N1CCC(CC1)(CO)NC(C(=O)C1=C(C(=C(N1C)C)C(=O)NC1=CC(=C(C=C1)F)C)C)=O)C)F